N-methyl-N-[1-[3-[1-(2-pyridyl)-1,2,4-triazol-3-yl]pyrazin-2-yl]ethyl]-3,5-bis(trifluoromethyl)benzamide CN(C(C1=CC(=CC(=C1)C(F)(F)F)C(F)(F)F)=O)C(C)C1=NC=CN=C1C1=NN(C=N1)C1=NC=CC=C1